C(C)(C)(C)OC(CN1N=C(C2=CC=3C4=C(N(CC3C=C21)C)N=C(N=C4)C)C(C)=O)=O 2-(10-acetyl-3,5-dimethyl-5,6-dihydro-8H-pyrazolo[4,3-g]pyrimido[4,5-c]isoquinolin-8-yl)acetic acid tert-butyl ester